butyl 4-(2-chloropyrimidin-4-yl)piperazine-1-carboxylate ClC1=NC=CC(=N1)N1CCN(CC1)C(=O)OCCCC